FC1=C(C=C(C=C1C)C1=C(C=CC=C1C)C)[C@H](CC(=O)O)NC([C@H](CC(C)C)N1N=C(C=C(C1=O)C)CCN1CC(C1)C)=O (S)-3-(4-fluoro-2',5,6'-trimethyl-[1,1'-biphenyl]-3-yl)-3-((S)-2-(3-(2-(3-Methylazetidin-1-yl)ethyl)-5-methyl-6-oxopyridazin-1(6H)-yl)-4-methylpentanamido)propionic acid